[Zn+2].OC(C(=O)[O-])=S=O.OC(C(=O)[O-])=S=O 2-hydroxy-2-sulfinyl-acetic acid-zinc salt